(1S,3S,4R)-3-amino-N-((S)-(2,3-dichloro-6-fluorophenyl)((1R,3r,5S)-3-methylbicyclo[3.1.0]hexan-3-yl)methyl)-4-hydroxycyclopentane-1-carboxamide N[C@H]1C[C@@H](C[C@H]1O)C(=O)N[C@@H](C1(C[C@H]2C[C@H]2C1)C)C1=C(C(=CC=C1F)Cl)Cl